(2S)-2-amino-N-(2,2-dimethoxyethyl)-N-(2-methylbutyl)propenamide NC(C(=O)N(C[C@H](CC)C)CC(OC)OC)=C